C1CC1NS(=O)(=O)C=1C=NC2=CC(=CC(=C2C1)F)C1=CC=CC=C1 3-(3-cyclopropylaminosulfonyl)-5-fluoro-7-phenylquinoline